C(#N)C=1N=C(NC1C#N)CC 4,5-dicyano-2-ethylimidazole